C(#N)CC(=O)N(CC(NC1=CC=CC=C1)=O)C 2-cyano-N-methyl-N-(2-oxo-2-(phenylamino)ethyl)acetamide